C(C1=CC=CC=C1)(=O)O.CC1(NC(CC(C1)O)(C)C)C (2,2,6,6-tetramethyl-4-hydroxypiperidine) benzoate